ethyl-5-fluoro-3-(5-methoxy-2-formylphenyl)-1H-indole-2-carboxylate C(C)OC(=O)C=1NC2=CC=C(C=C2C1C1=C(C=CC(=C1)OC)C=O)F